C1(CCCC1)N1CCC(CC1)NC1=C2C(=NC3=CC(=C(N=C13)OC)OC)CCC2 1-cyclopentyl-N-{2,3-dimethoxy-6H,7H,8H-cyclopenta[b]1,5-naphthyridin-9-yl}piperidin-4-amine